3-(5-(3-Cyclopropyl-1H-pyrazol-4-yl)-1-oxoisoindolin-2-yl)piperidine-2,6-dione C1(CC1)C1=NNC=C1C=1C=C2CN(C(C2=CC1)=O)C1C(NC(CC1)=O)=O